5-carboxy-N,N,N-trimethyl-1-pentanaminium C(=O)(O)CCCCC[N+](C)(C)C